(S)-1-Isopropyl-5-oxopyrrolidin-3-yl (8-amino-7-fluoro-6-(8-methyl-2,3-dihydro-1H-pyrido[2,3-b][1,4]oxazin-7-yl)isoquinolin-3-yl)carbamate NC=1C(=C(C=C2C=C(N=CC12)NC(O[C@@H]1CN(C(C1)=O)C(C)C)=O)C1=C(C2=C(OCCN2)N=C1)C)F